ONC(CCCCCCCOC=1C2=C(C=3N=C(C(NC3C1)=O)C(C)C)C=CC=C2)=O N-hydroxy-8-((2-isopropyl-3-oxo-3,4-dihydrobenzo[f]quinoxalin-6-yl)oxy)octanamide